(R)-2-(2-chloro-5-isopropyl-8-oxothieno[2',3':4,5]pyrrolo[1,2-d][1,2,4]triazin-7(8H)-yl)-N-(pyrrolidin-3-yl)acetamide ClC1=CC2=C(C=C3N2C(=NN(C3=O)CC(=O)N[C@H]3CNCC3)C(C)C)S1